OC(=O)CCCCCCCCC.C=C ethylene monocaprate